CCCCN1C(=O)C2=CC=CC=C2C1=O n-butylphthalimide